FC1(CCN(CCC1)C1=NC(=NC(=C1C(=O)OC)C)I)F methyl 4-(4,4-difluoroazepan-1-yl)-2-iodo-6-methylpyrimidine-5-carboxylate